(S)-(2,3-dihydro-1H-pyrrolo[3,2-b]pyridin-1-yl)(3-(isopentylamino)azepan-1-yl)methanone N1(CCC2=NC=CC=C21)C(=O)N2C[C@H](CCCC2)NCCC(C)C